2,6-di-tert-butyl-4-(4-(dimethylamino)benzylidene)cyclohexa-2,5-dien-1-one boron [B].C(C)(C)(C)C=1C(C(=CC(C1)=CC1=CC=C(C=C1)N(C)C)C(C)(C)C)=O